2-((tetrahydro-2H-pyran-2-yloxy)ethoxy)ethan-1-amine O1C(CCCC1)OCCOCCN